Br/C=C/C=1C(=NC(N([C@H]2[C@H](O)[C@H](O)[C@@H](CO)O2)C1)=O)N (E)-5-(2-Bromo-vinyl)cytidine